C1CC12NCCNC2=O 4,7-diazaspiro[2.5]octan-8-one